CC1=C(C=2N(C=C1C1=CC3=C(N(C(N3)=O)C3CCC(CC3)NC3COC3)C=C1C(C)C)N=CN2)C 5-(7,8-dimethyl-[1,2,4]triazolo[1,5-a]pyridin-6-yl)-6-isopropyl-1-((1S,4S)-4-(oxetan-3-ylamino)cyclohexyl)-1,3-dihydro-2H-benzo[d]imidazol-2-one